OC[C@]1(O[C@H](CNC1)N1C(N=C(C=C1)NC(C1=CC=CC=C1)=O)=O)CO[Si](C(C)C)(C(C)C)C(C)C N-[1-[(2R,6S)-6-(hydroxymethyl)-6-(triisopropylsilyloxymethyl)morpholin-2-yl]-2-oxo-pyrimidin-4-yl]benzamide